FC=1C=C(C(=C(C1)C1=CC=CC=C1)NS(=O)(=O)C=1C=C(C=CC1)CCCCCCC(=O)O)C 7-(3-(N-(5-fluoro-3-methyl-[1,1'-biphenyl]-2-yl)sulfamoyl)phenyl)heptanoic acid